5-(4-(4-(3,3-dimethylpyrrolidin-1-yl)phenyl)thiazol-2-yl)-3-fluoro-2-hydroxyBenzaldehyde CC1(CN(CC1)C1=CC=C(C=C1)C=1N=C(SC1)C=1C=C(C(=C(C=O)C1)O)F)C